F[Sb-](F)(F)(F)(F)F.S1C(=CC=C1)C1=CC=C(C=C1)[S+](C1=CC=CC=C1)C1=CC=CC=C1 4-thiophenyl-phenyl-diphenyl-sulfonium hexafluoroantimonate